(naphthalene-2-yl)-5-(2-(3-sulfamoylphenylamino)pyridin-4-yloxy)thiazol-2-ylcarbamate C1=C(C=CC2=CC=CC=C12)OC(NC=1SC(=CN1)OC1=CC(=NC=C1)NC1=CC(=CC=C1)S(N)(=O)=O)=O